3-((4-(5-chloro-3-methyl-2-((R)-1-((S)-morpholin-2-yl)ethoxy)phenyl)pyrrolo[2,1-f][1,2,4]triazin-6-yl)methyl)-6,6-dimethyl-3-azabicyclo[3.1.0]hexane-2,4-dione ClC=1C=C(C(=C(C1)C1=NC=NN2C1=CC(=C2)CN2C(C1C(C1C2=O)(C)C)=O)O[C@H](C)[C@@H]2CNCCO2)C